N-tert.-Butyl-4-[[2-(3-chloro-4-hydroxyphenyl)acetyl]amino]pyridin C(C)(C)(C)N1CC=C(C=C1)NC(CC1=CC(=C(C=C1)O)Cl)=O